CC=1C=CC=C2C=CN(C12)C(=O)O.NC1=C2C=CC=C(C2=CC=C1)NC(C)=O N-(5-aminonaphthalen-1-yl)acetamide 7-methyl-1H-indole-1-carboxylate